CC=1N(N=C2C(=NN=C(C21)C)N2[C@@H](C[C@H](CC2)C(=O)NCCCN(C)C)C)C2=CC=C(C=C2)C (2R,4S)-1-(3,4-dimethyl-2-(p-tolyl)-2H-pyrazolo[3,4-d]pyridazin-7-yl)-N-(3-(dimethylamino)propyl)-2-methylpiperidine-4-carboxamide